OC=1C=CC2=C(CN(S(O2)(=O)=O)CC=2C=C(C=CC2C)C(CC(=O)OCC)C2=C(C3=C(N(N=N3)CC(CCO)C3=CC=C(C=C3)C(F)(F)F)C=C2)C)C1 ethyl 3-{3-[(6-hydroxy-2,2-dioxo-2H-1,2λ6,3-benzoxathiazin-3(4H)-yl)methyl]-4-methylphenyl}-3-(1-{4-hydroxy-2-[4-(trifluoromethyl)phenyl]butyl}-4-methyl-1H-benzotriazol-5-yl)propanoate